methyl 2-(chloromethyl)-5-methyloxazole-4-carboxylate ClCC=1OC(=C(N1)C(=O)OC)C